6,7-dichloro-1-(3-hydroxypropyl)-1,4-dihydroquinoxaline-2,3-dione ClC=1C=C2NC(C(N(C2=CC1Cl)CCCO)=O)=O